4,4A,5,6,7,8-hexahydro-4,4A-dimethyl-6-(1-methyl-vinyl)-2-naphthalenone CC1CC(C=C2CCC(CC12C)C(=C)C)=O